6-methoxy-4-{[(2S)-5-oxopyrrolidin-2-yl]methoxy}quinoline-7-carboxamide COC=1C=C2C(=CC=NC2=CC1C(=O)N)OC[C@H]1NC(CC1)=O